CC(CCCC(C)C)N 1,5-dimethyl-hexylamine